2-(fluoromethyl)pyridine FCC1=NC=CC=C1